COC(CCNCCCC(=O)OC)=O methyl 4-((3-methoxy-3-oxopropyl)amino)butanoate